NC1=NC=CC(=C1)C1=CNC=2N=CN=C(C21)NCC2=NC(=CC=C2)N2CC(NCC2)C(F)(F)F 5-(2-Aminopyridin-4-yl)-N-((6-(3-(trifluoromethyl)piperazin-1-yl)pyridin-2-yl)methyl)-7H-pyrrolo[2,3-d]pyrimidin-4-amine